2-(2-(7-(3-((S)-1-amino-2-hydroxyethyl)phenyl)benzofuran-5-yl)-4-methyl-3,4-dihydro-2H-benzo[b][1,4]oxazin-8-yl)acetic acid N[C@H](CO)C=1C=C(C=CC1)C1=CC(=CC=2C=COC21)C2CN(C1=C(O2)C(=CC=C1)CC(=O)O)C